CC1=C(C=CC=C1)C=CC(=O)NC1=CC=C(C=C1)N1C2=C(NCC=C1)C1=CC=CC=C1C=C2 5-[4-[3-(2-methylphenyl)propenoylamino]phenyl]-1H-naphtho[1,2-b][1,4]diazepine